(R)-(1-(4-ethoxy-5-((7-methoxy-2-methyl-2H-indazol-5-yl)carbamoyl)pyrimidin-2-yl)pyrrolidin-3-yl)(methyl)carbamic acid tert-butyl ester C(C)(C)(C)OC(N(C)[C@H]1CN(CC1)C1=NC=C(C(=N1)OCC)C(NC1=CC2=CN(N=C2C(=C1)OC)C)=O)=O